CN([C@H]1CN(CC1)C1=CC=C(C=C1)C1(NN(C(=N1)N)C1=NC=CC2=CC=CC=C12)N)C 3-(4-((R)-3-(dimethylamino)pyrrolidin-1-yl)phenyl)-1-(isoquinolin-1-yl)-1H-1,2,4-triazole-3,5-diamine